O1C=CCC2=C1CCC=C2 7,8-dihydro-4H-benzopyran